ClC=1C(=CC=C2C=CC=C(C12)C1=NC=C2C(=C(C=NC2=C1F)F)N1CCN(CC1)C(C=C)=O)F 1-(4-(7-(8-chloro-7-fluoronaphthalen-1-yl)-3,8-difluoro-1,6-naphthyridin-4-yl)piperazin-1-yl)prop-2-en-1-one